CC1=C(OC2=C1C=CC(=C2)C(=O)O)CCC(C)C The molecule is a sesquiterpenoid that is 1-benzofuran substituted by a methyl group at position 3, a 3-methylbutyl group at position 2 and a carboxy group at position 6. An Aspergillus metabolite isolated from the sea fan derived fungus Aspergillus sydowii. It has a role as an Aspergillus metabolite. It is a member of 1-benzofurans, a sesquiterpenoid and a monocarboxylic acid.